NC(C[C@H](C(=O)N[C@H](CNC(OC)=O)C)NC(CCCCCCCCCCCCC)=O)=O methyl ((S)-2-((R)-4-amino-4-oxo-2-tetradecanamidobutanamido)propyl)carbamate